C(N)(=N)N1CCC(=CC1)C1=CC(=C(C(=O)NC2=C(C=C(C=C2)C=2CCN(CC2)C(N)=N)C(F)(F)F)C=C1)C 4-(1-carbamimidoyl-1,2,3,6-tetrahydro-pyridin-4-yl)-N-[4-(1-carbamimidoyl-1,2,3,6-tetrahydro-pyridin-4-yl)-2-trifluoromethyl-phenyl]-2-methyl-benzamide